ClC=1C=C(C=C2C(N(CC12)C1C(NC(CC1)=O)=O)=O)C=O 7-chloro-2-(2,6-dioxopiperidin-3-yl)-3-oxoisoindoline-5-carbaldehyde